ClC=1C=C2C(=NN1)NC(C1(N2CCN(C1)C(=O)OC(C)(C)C)C)=O tert-butyl 2-chloro-6a-methyl-6-oxo-5,6,6a,7,9,10-hexahydro-8H-pyrazino[1',2':4,5]pyrazino[2,3-c]pyridazine-8-carboxylate